3,4-dichloro-toluene ClC=1C=C(C)C=CC1Cl